2-phenyl-3,4-dihydroquinoline C1(=CC=CC=C1)C1=NC2=CC=CC=C2CC1